Cl.Cl.FC1=CC=CC=2N=C(SC21)N 7-fluorobenzo[d]thiazol-2-amine dihydrochloride